N1(CCNCC1)C(=O)[O-] piperazineAt